SC(C(C(=O)O)S)C(=O)O Dimercapto-succinic acid